NC(C(=O)NC1=C(C=C(C(=C1)Cl)CO)Cl)=C (2S)-2-amino-N-[2,5-dichloro-4-(hydroxymethyl)phenyl]propenamide